C(N1N=C(C(=C1)C(=O)NN)NC1=CC=C(C=C1)C(F)(F)F)([2H])([2H])[2H] 1-(methyl-d3)-3-((4-(trifluoromethyl)phenyl)amino)-1H-pyrazole-4-carbohydrazide